tert-butyl (R)-(4-((1-(3-acetamido-5-(trifluoromethyl)phenyl)ethyl)amino)-2-methyl-8,9-dihydro-7H-cyclopenta[h]quinazolin-6-yl)carbamate C(C)(=O)NC=1C=C(C=C(C1)C(F)(F)F)[C@@H](C)NC1=NC(=NC2=C3C(=C(C=C12)NC(OC(C)(C)C)=O)CCC3)C